(Z)-1-((3S)-4-(6-chloro-7-(8-chloronaphthalen-1-yl)-8-fluoro-2-(((S)-1-methylpyrrolidin-2-yl)methoxy)quinazolin-4-yl)-3-methylpiperazin-1-yl)-2-fluoro-3-(thiazol-2-yl)prop-2-en-1-one ClC=1C=C2C(=NC(=NC2=C(C1C1=CC=CC2=CC=CC(=C12)Cl)F)OC[C@H]1N(CCC1)C)N1[C@H](CN(CC1)C(/C(=C/C=1SC=CN1)/F)=O)C